ClC=1C(=NC=C(C1)C1=CC=C(C=C1)N1C[C@@H](O[C@@H](C1)C)C)N 3-chloro-5-(4-(cis-2,6-dimethylmorpholino)phenyl)pyridin-2-amine